N-[5-({3-[5-(Acetyl-hydroxy-amino)-pentylcarbamoyl]-propionyl}-hydroxy-amino)-pentyl]-N'-(5-amino-pentyl)-N'-hydroxy-succinamide C(C)(=O)N(CCCCCNC(=O)CCC(=O)N(CCCCCNC(CCC(=O)N(O)CCCCCN)=O)O)O